C[C@@H]1N(C2=CC=C3C(=C2CC1)N=C(N3CCNCC3=NC=NN3C)CCN3C(C=CC=C3)=O)C(=O)OC methyl (S)-7-methyl-3-(2-(((1-methyl-1H-1,2,4-triazol-5-yl)methyl)amino)ethyl)-2-(2-(2-oxopyridin-1(2H)-yl)ethyl)-3,7,8,9-tetrahydro-6H-imidazo[4,5-f]quinoline-6-carboxylate